FC1=C(C=C(C=C1C)C1=C(C=CC=C1C)C)[C@H](CC(=O)OCC)NC(C(CC(C)C)N1C(C(=CC(=C1)CCN1CC(C1)F)F)=O)=O Ethyl (3S)-3-(4-fluoro-2',5,6'-trimethyl-[1,1'-biphenyl]-3-yl)-3-(2-(3-fluoro-5-(2-(3-fluoroazetidin-1-yl)ethyl)-2-oxopyridin-1(2H)-yl)-4-methylpentanamido)propanoate